CC1=CC=C(C=C1)C(=O)C1=CC=CC=C1 (4-methylphenyl)phenylmethanone